[K].FC(F)(F)S(=O)(=O)N trifluoromethyl-sulfonamide potassium